3-((8-(nonyloxy)-8-oxooctyl)(8-(octadeca-9-yloxy)-8-oxooctyl)amino)propionic acid C(CCCCCCCC)OC(CCCCCCCN(CCC(=O)O)CCCCCCCC(=O)OC(CCCCCCCC)CCCCCCCCC)=O